7-fluoro-2-(4-fluorophenyl)-4-(t-butyldimethylsilyloxy)-1,2-dihydroquinoxaline-1,5-dicarboxylic acid tert-butyl ester C(C)(C)(C)OC(=O)N1C(CN(C=2C(=CC(=CC12)F)C(=O)O)O[Si](C)(C)C(C)(C)C)C1=CC=C(C=C1)F